O=C1N(CC2=CC(=CC=C12)N1N=NC(=C1)C1=CC=C(C=C1)C1COCC1)C1C(NC(CC1)=O)=O 3-(1-oxo-5-{4-[4-(oxolan-3-yl)phenyl]-1,2,3-triazol-1-yl}-3H-isoindol-2-yl)piperidine-2,6-dione